ClC1=NC=C(C(=N1)C=1C=C(C=CC1)C1=CC=C(C=C1)F)F 2-chloro-5-fluoro-4-(4'-fluoro-[1,1'-biphenyl]-3-yl)pyrimidine